ClC1=C(C=2N(C(=C1)NCC1=C(C=C(C=C1)OC)OC)N=CN2)C(=O)NC2=NC(=CC(=C2)C)N2CCC(CC2)(F)F 7-chloro-N-[6-(4,4-difluoropiperidin-1-yl)-4-methylpyridin-2-yl]-5-{[(2,4-dimethoxyphenyl)methyl]amino}-[1,2,4]triazolo[1,5-a]pyridine-8-carboxamide